NC=1C=C2C(=NC=NC2=CC1OCCCN1CCN(CC1)C(=O)OC(C)(C)C)NC1=CC(=C(C=C1)F)Cl tert-butyl 4-(3-((6-amino-4-((3-chloro-4-fluorophenyl)amino)quinazolin-7-yl)oxy)propyl)piperazine-1-carboxylate